O=C1NC2=C(N1)C=CC(=C2)C2=CC=NC=N2 6-(2-oxo-2,3-dihydro-1H-benzo[d]imidazol-5-yl)-pyrimidin